C(C)(=O)C1=CN(C2=CC=C(C=C12)C1=CN=NC=C1)CC(=O)N1[C@@H](C[C@H](C1)F)C(=O)NC=1SC(=NN1)C1=C(C=CC=C1)Cl (2S,4R)-1-(2-(3-acetyl-5-(pyridazin-4-yl)-1H-indol-1-yl)acetyl)-N-(5-(2-chlorophenyl)-1,3,4-thiadiazol-2-yl)4-fluoropyrrolidine-2-carboxamide